racemic-3-chloro-N-[1-[2-(5-chloro-2-pyridyl)-1,2,4-triazol-3-yl]ethyl]-5-(trifluoromethyl)benzamide rhodium(IV) [Rh+4].ClC=1C=C(C(=O)N[C@H](C)C=2N(N=CN2)C2=NC=C(C=C2)Cl)C=C(C1)C(F)(F)F |r|